3-(4-(3-(4-Aminopiperidin-1-yl)prop-1-yn-1-yl)-3-methyl-2-oxo-2,3-dihydro-1H-benzo[d]imidazol-1-yl)piperidine-2,6-dione NC1CCN(CC1)CC#CC1=CC=CC=2N(C(N(C21)C)=O)C2C(NC(CC2)=O)=O